OCC(=O)C1=NC2=CC=CC=C2C=C1 hydroxyquinolyl-ethanone